[C@@H]1([C@H](O)[C@@H](O)[C@H](O)[C@H](O1)CO)NC(=O)N (β-D-glucopyranosyl)urea